OC1(CCOCC1)C=1C=C(CN2CCN(CC2)C(=O)N2N=C(C=C2)C(=O)N)C=CC1 1-(4-(3-(4-hydroxytetrahydro-2H-pyran-4-yl)benzyl)piperazine-1-carbonyl)-1H-pyrazole-3-carboxamide